NC1=C(C=C2CCC(C2=C1)=O)C(=O)NC1=CC(=C(C=C1)F)C(F)(F)F 6-amino-N-(4-fluoro-3-(trifluoromethyl)phenyl)-1-oxo-2,3-dihydro-1H-indene-5-carboxamide